C(C)(SCC(NC1=CC=NC=C1)=O)=O S-(2-oxo-2-(pyridin-4-ylamino)ethyl) ethane-thioate